2-(6-(tert-butoxycarbonyl)-1-(cyclopropylmethyl)-7-oxo-1,6,7,8-tetrahydropyrrolo[2,3-e]indol-2-yl)-7-fluoro-1-methyl-1H-benzo[d]imidazole-5-carboxylic acid C(C)(C)(C)OC(=O)N1C(CC2=C3C(=CC=C12)C=C(N3CC3CC3)C3=NC1=C(N3C)C(=CC(=C1)C(=O)O)F)=O